ClC1=CC(=C(C=C1)NC(NC=1C=C(C=CC1[C@H](C(F)(F)F)OCC)[C@H](CC(=O)O)CC)=O)F (S)-3-(3-(3-(4-chloro-2-fluorophenyl)ureido)-4-((R)-1-ethoxy-2,2,2-trifluoroethyl)phenyl)pentanoic acid